6-[(3S)-3-amino-1,3-dihydrospiro[indene-2,4'-piperidine]-1'-yl]-5-(hydroxymethyl)-1H-pyrazolo[3,4-b]pyrazine-3-carbonitrile N[C@@H]1C2=CC=CC=C2CC12CCN(CC2)C2=C(N=C1C(=N2)NN=C1C#N)CO